FC(C1=NN(C=C1C(=O)NC1=CC=C(C=C1)C=1C=C2C3=C(N(C2=CC1OC)C)C(=NC=C3)C)C)F 3-(difluoromethyl)-N-(4-(7-methoxy-1,9-dimethyl-9H-pyrido[3,4-b]indol-6-yl)phenyl)-1-methyl-1H-pyrazole-4-formamide